N-(5-(1,1-dimethylethyl)-2-ethoxyphenyl)-N'-(2-ethylphenyl)ethylenediamide CC(C)(C)C=1C=CC(=C(C1)[N-]CC[N-]C1=C(C=CC=C1)CC)OCC